tert-butyl 4-(6-methoxy-3,3-dimethyl-2,3-dihydrofurano[2,3-b]pyridin-5-yl)piperidine-1-carboxylate COC1=C(C=C2C(=N1)OCC2(C)C)C2CCN(CC2)C(=O)OC(C)(C)C